C1(CCC1)OC1=CC=C(C=C1)C1=CC=CN2C1=NS(CC2)(=O)=O 9-[4-(cyclobutyloxy)phenyl]-3,4-dihydropyrido[2,1-c][1,2,4]thiadiazine 2,2-dioxide